methyl (S)-3-(9-((4-(aminomethyl)-2,6-dimethylphenyl)carbamoyl)-4,5-dihydrobenzo[b]thieno[2,3-d]oxepin-8-yl)-6-(2-phenylpiperidine-1-carbonyl)picolinate NCC1=CC(=C(C(=C1)C)NC(=O)C1=CC2=C(OCCC3=C2SC=C3)C=C1C=1C(=NC(=CC1)C(=O)N1[C@@H](CCCC1)C1=CC=CC=C1)C(=O)OC)C